cumenyl acetate C(C)(=O)OC1=C(C=CC=C1)C(C)C